1-[4-(3-Amino-propoxy)-2-hydroxy-phenyl]-3-(4-tert-butyl-phenyl)-propane NCCCOC1=CC(=C(C=C1)CCCC1=CC=C(C=C1)C(C)(C)C)O